3-(7-bromo-6-cyclopropyl-1-oxoisoindolin-2-yl)piperidine-2,6-dione BrC=1C(=CC=C2CN(C(C12)=O)C1C(NC(CC1)=O)=O)C1CC1